Methyl (S)-3-(3,4-difluorophenyl)-2-(2-((2R,6S)-2,6-dimethylpiperidin-1-yl)acetamido)propanoate FC=1C=C(C=CC1F)C[C@@H](C(=O)OC)NC(CN1[C@@H](CCC[C@@H]1C)C)=O